C(C)(C)(C)C(C(=O)O[C@@H](CCl)C1=CC=C(C=C1)Cl)(C[C@@H](CC1=CC(=C(C=C1)O)[N+](=O)[O-])NC(=O)OC(C)(C)C)C (R)-2-chloro-1-(4-chlorophenyl)ethanol tert-butyl-(4R)-4-((tert-butoxycarbonyl)amino)-5-(4-hydroxy-3-nitrophenyl)-2-methylpentanoate